1-(4-((5-(3,5-Dimethylisoxazol-4-yl)-2-methylphenyl)((1-(2-(2,6-dioxopiperidin-3-yl)-6-fluoro-1,3-dioxoisoindolin-5-yl)pyrrolidin-3-yl)methyl)amino)phenyl)cyclopropanecarbonitrile CC1=NOC(=C1C=1C=CC(=C(C1)N(C1=CC=C(C=C1)C1(CC1)C#N)CC1CN(CC1)C=1C=C2C(N(C(C2=CC1F)=O)C1C(NC(CC1)=O)=O)=O)C)C